C/C(/C=O)=C\C1=CC=CC=C1 (E)-2-methyl-3-phenyl-prop-2-enal